ClC1=CC2=C(C=N1)N(C(N2[C@H]2C[C@@H](CC2)O)=O)C 6-chloro-1-((1R,3R)-3-hydroxycyclopentyl)-3-methyl-1,3-dihydro-2H-imidazo[4,5-c]pyridin-2-one